NC1=NC=2C=CC(=CC2C2=C1[C@H](OC2)C)C(=O)N(CC=2N=NC(=CC2)OCC)C21CC(C2)C1 (3R)-4-amino-N-(bicyclo[1.1.1]pentan-1-yl)-N-((6-ethoxy-3-pyridazinyl)methyl)-3-methyl-1,3-dihydrofuro[3,4-c]quinoline-8-carboxamide